COC1=C(C(=CC=C1)OC)C1=CC(=CC=C1)[C@H](CC(=O)O)NC(=O)NC=1C(N(C=C(C1O)C)C)=O (S)-3-(2',6'-dimethoxybiphenyl-3-yl)-3-(3-(4-hydroxy-1,5-dimethyl-2-oxo-1,2-dihydropyridin-3-yl)ureido)propanoic acid